n-HEPTYLAMINE C(CCCCCC)N